O[C@H]1[C@@H](O[C@]([C@H]1O)(CO[Si](C(C)C)(C(C)C)C(C)C)CO)N1C(NC(C=C1)=O)=O 1-[(2R,3R,4S,5S)-3,4-dihydroxy-5-(hydroxymethyl)-5-(triisopropylsilyloxymethyl)-tetrahydrofuran-2-yl]pyrimidine-2,4-dione